2-(5-(methoxy-d3)-1H-indol-3-yl)-N,N-bis(methyl-d3)ethan-1-amine-1,1,2-d3 C(OC=1C=C2C(=CNC2=CC1)C(C(N(C([2H])([2H])[2H])C([2H])([2H])[2H])([2H])[2H])[2H])([2H])([2H])[2H]